(S)-7-(5-(pyrrolidin-3-yloxy)pentyl)-1,2,3,4-tetrahydro-1,8-naphthyridine N1C[C@H](CC1)OCCCCCC1=CC=C2CCCNC2=N1